methyl 4-bromo-8-oxo-5,6,7,8-tetrahydroisoquinoline-7-carboxylate BrC1=CN=CC=2C(C(CCC12)C(=O)OC)=O